N=1SC(=C2C1C=CC=C2)N2CCC(CC2)C=2N(C=C(N2)C(=O)N)CCN(C)C (1-(benzo[c]isothiazol-3-yl)piperidin-4-yl)-1-(2-(dimethylamino)ethyl)-1H-imidazole-4-carboxamide